C1(=CC=CC=C1)N1CCC2(CC1)CN(C1=CC=CC=C12)S(=O)(=O)C1=CC=C(C=C1)C(F)F phenyl-1-((4-(difluoromethyl)phenyl)sulfonyl)spiro[indoline-3,4'-piperidine]